4-(5-chloro-4-(1,7-dimethyl-1H-indol-3-yl)pyrimidin-2-yl)-N1-(2-(dimethylamino)ethyl)-N1-methyl-2-nitrobenzene-1,4-diamine ClC=1C(=NC(=NC1)C1(CC(=C(C=C1)N(C)CCN(C)C)[N+](=O)[O-])N)C1=CN(C2=C(C=CC=C12)C)C